4-([1,2,4]triazolo[1,5-a]pyridine-7-yloxy)-2-methoxy-5-methylaniline N=1C=NN2C1C=C(C=C2)OC2=CC(=C(N)C=C2C)OC